[Na].N(=C=O)CC1=CC(=CC(=C1)CN=C=O)CN=C=O 1,3,5-tris(isocyanatomethyl)benzene Sodium